FC1=C(C=CC(=C1)F)C1=CC=C(C=C1)C1CN(C1)C(=O)N1C[C@@H]2[C@H](OCC(N2)=O)CC1 (-)-trans-6-[3-[4-(2,4-Difluorophenyl)phenyl]azetidine-1-carbonyl]-4,4a,5,7,8,8a-hexahydropyrido[4,3-b][1,4]oxazin-3-one